2,3,4,5-tetrafluoro-6-isopropoxy-N,N-dimethylbenzenesulfonamide FC1=C(C(=C(C(=C1F)F)F)OC(C)C)S(=O)(=O)N(C)C